ClC1=C(C=C(CN2C(=NC3=NC=C(C=C32)N3C=CC=2N=CN=C(C23)OC)C)C=C1)F 1-(4-chloro-3-fluorobenzyl)-6-(4-methoxy-5H-pyrrolo[3,2-d]pyrimidin-5-yl)-2-methyl-1H-imidazo[4,5-b]pyridine